tetraoctyl-phosphonium bromide [Br-].C(CCCCCCC)[P+](CCCCCCCC)(CCCCCCCC)CCCCCCCC